boron-niobium-chromium-silicon-copper [Cu].[Si].[Cr].[Nb].[B]